1-(2-(cyclohexyloxy)vinyl)-4-methoxybenzene C1(CCCCC1)OC=CC1=CC=C(C=C1)OC